COC[C@@H]1[C@@H](CNC1)NC(OC(C)(C)C)=O Cis-tert-Butyl N-[4-(methoxymethyl)pyrrolidin-3-yl]carbamate